2-methyl-4-(1,4-dioxaspiro[4.5]decan-8-yl)pyridine-5-d CC1=NC=C(C(=C1)C1CCC2(OCCO2)CC1)[2H]